ClC1=C(C=CC(=C1)Cl)[C@@H](C)NC1=NC(=NC2=CC=C(C=C12)F)N1CC(C1)[C@@H]1CN(CCC1)C1CC(C1)C(=O)O 3-[(1S,3R)-3-[1-[4-[[(1R)-1-(2,4-dichlorophenyl)ethyl]amino]-6-fluoro-quinazolin-2-yl]azetidin-3-yl]-1-piperidyl]cyclobutanecarboxylic acid